N-[2-acetyl-3-[(4-chlorophenyl)methyl]-5-fluoro-phenyl]-5-cyano-2-methylsulfanyl-benzamide C(C)(=O)C1=C(C=C(C=C1CC1=CC=C(C=C1)Cl)F)NC(C1=C(C=CC(=C1)C#N)SC)=O